(S)-4-((2-(tert-butoxy)ethyl)(4-(5,6,7,8-tetrahydro-1,8-naphthyridin-2-yl)butyl)amino)-2-(3-fluoro-5-(trifluoromethyl)isonicotinamido)butanoic acid C(C)(C)(C)OCCN(CC[C@@H](C(=O)O)NC(C1=C(C=NC=C1C(F)(F)F)F)=O)CCCCC1=NC=2NCCCC2C=C1